FC(/C(=C/C(F)(F)F)/Cl)(F)F Z-1,1,1,4,4,4-hexafluoro-2-chloro-2-butene